O1N=C(C2=C1C=CC=C2)C2=C(C=CC(=C2)Br)[C@H](CC2=NC=CC=C2)NC(OC(C)(C)C)=O tert-Butyl (S)-{1-[2-(benzo[d]isoxazol-3-yl)-4-bromophenyl]-2-(pyridin-2-yl)ethyl}carbamate